FC=1C=C2C(=CNC(C2=CC1F)=O)[C@@H](C)N(C(=O)C=1C=CN2C=CC=C2C1)C (R)-N-(1-(6,7-difluoro-1-oxo-1,2-dihydroisoquinolin-4-yl)ethyl)-N-methylindolizine-7-carboxamide